2-ethylbutyl ((((2R,3S,4R,5R)-5-(4-aminothieno[3,2-d]pyrimidin-7-yl)-5-cyano-3,4-dihydroxytetrahydrofuran-2-yl)methoxy)(phenoxy)phosphoryl)-L-alaninate NC=1C2=C(N=CN1)C(=CS2)[C@]2([C@@H]([C@@H]([C@H](O2)COP(=O)(OC2=CC=CC=C2)N[C@@H](C)C(=O)OCC(CC)CC)O)O)C#N